1,1,1,3,3,3-Hexafluoropropan-2-yl (±)-1-((2-methylpyrimidin-5-yl)carbamoyl)-6-azaspiro[2.5]octan-6-carboxylat CC1=NC=C(C=N1)NC(=O)[C@@H]1CC12CCN(CC2)C(=O)OC(C(F)(F)F)C(F)(F)F |r|